1-Bromo-4-(2-bromo-1-chloroethyl)benzene BrC1=CC=C(C=C1)C(CBr)Cl